N1=CC=C(C=C1)C1=NC=CC=C1 (4,2)-bipyridine